BrC1=C(C=2C(=C(N=NC2NC(C(F)(F)F)=O)OC)N1C)C1=CC(=C(C=C1)OC1=NC=CC(=N1)C)F N-(2-bromo-3-(3-fluoro-4-((4-methylpyrimidin-2-yl)oxy)phenyl)-7-methoxy-1-methyl-1H-pyrrolo[2,3-d]pyridazin-4-yl)-2,2,2-trifluoroacetamide